CN1C(C2=C(C(=C1)C=1C=CC=NC1OC1=CC=CC=C1)C=CN2)=O 5-(6-methyl-7-oxo-6,7-dihydro-1H-pyrrolo[2,3-c]pyridin-4-yl)-6-phenoxypyridin